tert-butyl ((S)-1-(trans-4-(2-bromo-5-cyanobenzoyl)-4-hydroxy-1-methoxycyclohexyl)propan-2-yl)carbamate BrC1=C(C(=O)C2(CCC(CC2)(OC)C[C@H](C)NC(OC(C)(C)C)=O)O)C=C(C=C1)C#N